(2S)-5-allyl-1-((S)-2-((tert-butoxycarbonyl)amino)pent-4-enoyl)pyrrolidine-2-carboxylic acid methyl ester COC(=O)[C@H]1N(C(CC1)CC=C)C([C@H](CC=C)NC(=O)OC(C)(C)C)=O